C(=C)(C)C1=CC=C(C(C)(C)OO)C=C1 p-isopropenyl-cumyl hydroperoxide